FC1=C(C=CC(=C1)C(C)C1=NC(=NO1)NC1=C(C=CC=C1)C)C1=CC=CC=C1 (5-(1-(2-fluoro-[1,1'-biphenyl]-4-yl)ethyl)-1,2,4-oxadiazol-3-yl)-2-methylaniline